FC(C1=C(C=CC=C1)C1=CC=C(C=C1)CN1CCSCC1)(F)F 4-((2'-(trifluoromethyl)-[1,1'-biphenyl]-4-yl)methyl)thiomorpholine